8-Bromo-1-(4-methoxybenzyl)-1H-pyrimido[4,5,6-de]quinazolin-2(3H)-one BrC1=CC=2C3=C(NC(N(C3=C1)CC1=CC=C(C=C1)OC)=O)N=CN2